ethyl-[18F]fluorobenzoylacetate C(C)OC(C(C(C1=CC=CC=C1)=O)[18F])=O